tert-Butyl 4-(4-(1-cyanoethyl)phenyl)piperazine-1-carboxylate C(#N)C(C)C1=CC=C(C=C1)N1CCN(CC1)C(=O)OC(C)(C)C